(R)-1-methyl-3-(2-methyl-4-nitrophenoxy)pyrrolidine CN1C[C@@H](CC1)OC1=C(C=C(C=C1)[N+](=O)[O-])C